C(O)(O)=O.C(=O)(OC(C)CC)OOC(=O)OC(C)CC di-sec-butyl peroxydicarbonate carbonate